N-(2-((4-(1-methyl-1H-indazol-6-yl)thiazol-2-yl)amino)-2-oxoethyl)-1-(methylsulfonyl)-1H-pyrrole-3-carboxamide CN1N=CC2=CC=C(C=C12)C=1N=C(SC1)NC(CNC(=O)C1=CN(C=C1)S(=O)(=O)C)=O